C[Si]1(O[Si](O[Si](O[SiH2]O1)(C1=CC=CC=C1)C1=CC=CC=C1)(C1=CC=CC=C1)C)C trimethyltriphenyl-cyclotetrasiloxane